COCC(=O)CC(C)=O α-methoxyacetyl-acetone